7-(2-((6-Cyclohexyl-5-(trifluoromethyl)pyridin-3-yl)oxy)ethyl)-2-thia-7-azaspiro[3.5]nonane 2,2-dioxide C1(CCCCC1)C1=C(C=C(C=N1)OCCN1CCC2(CS(C2)(=O)=O)CC1)C(F)(F)F